2-(2-Heptyl-4-chlorophenyl)-4-phenyl-5-isobutylimidazole C(CCCCCC)C1=C(C=CC(=C1)Cl)C=1NC(=C(N1)C1=CC=CC=C1)CC(C)C